FC(C1=C(C=NC=C1)C1CN(C1)C(=O)[C@@H]1CC[C@H]2N1C([C@H](CCC2)NC(=O)C2=CC1=C(S2)C=CC(=C1)C(F)(F)P(O)(O)=O)=O)F ((2-(((3S,6S,9aS)-3-(3-(4-(difluoromethyl)pyridin-3-yl)azetidine-1-carbonyl)-5-oxooctahydro-1H-pyrrolo[1,2-a]azepin-6-yl)carbamoyl)benzo[b]thiophen-5-yl)difluoromethyl)phosphonic acid